C[C@](N)(CCCN)C(=O)O α-methyl-ornithine